6-[4-[2-(dimethylamino)ethoxy]phenyl]isoindolin-1-one CN(CCOC1=CC=C(C=C1)C1=CC=C2CNC(C2=C1)=O)C